N-(4-(aminomethyl)-pyridin-2-yl)-6-(1H-pyrazol-4-yl)benzo[d]-thiazol-2-amine NCC1=CC(=NC=C1)NC=1SC2=C(N1)C=CC(=C2)C=2C=NNC2